C1(=CC=CC=C1)C1=NC(=NO1)C=1C=C(C=CC1)C(C(=O)O)C(=O)O 2-(3-(5-phenyl-1,2,4-oxadiazol-3-yl)phenyl)malonic acid